CS(=O)(=O)O[C@H]1CN(CC1)C(=O)OC(C)(C)C tert-butyl (3R)-3-methylsulfonyloxypyrrolidine-1-carboxylate